2,6-di-tert-butyl-4-bromomethylphenol C(C)(C)(C)C1=C(C(=CC(=C1)CBr)C(C)(C)C)O